C(CCC)NP(N)(N)=S butyl-thiophosphoric triamide